COCCN1CCC(CC1)(C(=O)N[C@@H](C)C1=CC=C(C(=O)OC)C=C1)NCCOC1=CC=CC=C1 Methyl 4-[(1S)-1-[[1-(2-methoxyethyl)4-(2-phenoxyethylamino)piperidine-4-carbonyl]amino]ethyl]benzoate